2-(2,6-dimethyl-4-(1-(5-oxo-4-(4-(trifluoromethyl)phenyl)-4,5-dihydro-1H-1,2,4-triazol-1-yl)propyl)phenoxy)-2-methylpropanoic acid CC1=C(OC(C(=O)O)(C)C)C(=CC(=C1)C(CC)N1N=CN(C1=O)C1=CC=C(C=C1)C(F)(F)F)C